2-chloro-5-[(3-methylisoxazol-5-yl)methoxy]-N-[3-methyl-5-(2-phenylethynyl)-2-pyridyl]benzamide ClC1=C(C(=O)NC2=NC=C(C=C2C)C#CC2=CC=CC=C2)C=C(C=C1)OCC1=CC(=NO1)C